SCCC(C(=O)O)(C(C(=O)O)S)S 2-mercaptoethyl-2,3-dimercaptosuccinic acid